(S)-6-(1-(3-fluoro-3-methylazetidin-1-yl)ethyl)-2-(3-(3-((4-methyl-4H-1,2,4-triazol-3-yl)methyl)oxetan-3-yl)phenyl)-4-(trifluoromethyl)isoindolin-1-one FC1(CN(C1)[C@@H](C)C1=CC(=C2CN(C(C2=C1)=O)C1=CC(=CC=C1)C1(COC1)CC1=NN=CN1C)C(F)(F)F)C